C=CC (1E)-Prop-1-en